N-(4-(4-bromophenyl)thiazol-2-yl)-4-fluoro-2-(propylsulfonamido)benzamide BrC1=CC=C(C=C1)C=1N=C(SC1)NC(C1=C(C=C(C=C1)F)NS(=O)(=O)CCC)=O